6-(1-methyl-1H-pyrazol-4-yl)-N-(2-morpholino-5-(piperidin-1-yl)thiazolo[4,5-b]pyridin-6-yl)picolinamide CN1N=CC(=C1)C1=CC=CC(=N1)C(=O)NC=1C=C2C(=NC1N1CCCCC1)N=C(S2)N2CCOCC2